O=S1(N(CC(N1)=O)C1=C(C=C(CNC2=NC=C(C#N)C(=C2)C)C=C1O)F)=O 6-((4-(1,1-dioxo-4-oxo-1,2,5-thiadiazolidin-2-yl)-3-fluoro-5-hydroxybenzyl)amino)-4-methylnicotinonitrile